(R)-2-(azetidin-1-ylmethyl)-N-(2-(p-tolyl)propan-2-yl)butanamide N1(CCC1)C[C@H](C(=O)NC(C)(C)C1=CC=C(C=C1)C)CC